C1(=CC=CC=C1)C1=C(C(=C([C-]1CC)OC(=O)C)P)C1=CC=CC=C1.[CH-]1C=CC=C1.[Fe+2] (1R)-diphenyl-phosphino-(2S)-acetoxyl-ethyl-ferrocene